beta-carotene sulfate S(=O)(=O)(O)O.CC1(C)CCCC(C)=C1\C=C\C(\C)=C\C=C\C(\C)=C\C=C\C=C(/C)\C=C\C=C(/C)\C=C\C1=C(C)CCCC1(C)C